C(C)N(CC)CC1CCN(CC1)C1=C(C=O)C=C(C=N1)C (4-((diethylamino)methyl)piperidin-1-yl)-5-methylnicotinaldehyde